methyl 4-chloro-1-(3-fluoro-4-iodobenzyl)-1H-indazole-7-carboxylate ClC1=C2C=NN(C2=C(C=C1)C(=O)OC)CC1=CC(=C(C=C1)I)F